CC1(CCC=C2CCC(CC12)C=O)C 8,8-dimethyl-1,2,3,4,6,7,8,8a-octahydronaphthalene-2-carbaldehyde